2-((4-(2-((7-amino-2-(furan-2-yl)-[1,2,4]triazolo[1,5-a][1,3,5]triazine-5-yl)amino)ethyl)-phenyl)amino)acetonitrile NC1=NC(=NC=2N1N=C(N2)C=2OC=CC2)NCCC2=CC=C(C=C2)NCC#N